C(CC(O)(C(=O)O)CC(=O)O)(=O)O.C(C)OC(C)C1(CCN(CC1)CC1=CC2=C(NC(OC2)=O)C=C1)CCC1=CC=CC=C1 6-((4-(1-ethoxyethyl)-4-phenethylpiperidin-1-yl)methyl)-1,4-dihydro-2H-benzo[d][1,3]oxazin-2-one citrate